N1CC(=CCC1)C=1ON=C2C1C=CC=C2 3-(1,2,5,6-Tetrahydropyridin-3-yl)-2,1-benzoxazole